C1(NCCN2C1C1=CC=CC=C1C2)C2=NC1=CC=CC=C1C=C2 TETRAHYDRO-1H-PYRAZINO[2,1-A]ISOINDOLYLQUINOLINE